2,3-dioleoyloxypropyl-ammonium bromide [Br-].C(CCCCCCC\C=C/CCCCCCCC)(=O)OC(C[NH3+])COC(CCCCCCC\C=C/CCCCCCCC)=O